[1,3]diazino[5,4-d]pyrimidine-2,4,8-trione N=1C(NC(C=2C1C(N=CN2)=O)=O)=O